7-(dimethoxymethyl)-4-((tert-butyldiphenylsilyl)oxy)-1,2,3,4-tetrahydro-2,4-methylene-1,8-naphthyridine COC(C1=CC=C2C3(CC(NC2=N1)C3)O[Si](C3=CC=CC=C3)(C3=CC=CC=C3)C(C)(C)C)OC